tert-butyl 3-(7-bromo-2,8-difluoro-6-(trifluoromethyl)quinazolin-4-yl)-3,8-diazabicyclo[3.2.1]octane-8-carboxylate BrC1=C(C=C2C(=NC(=NC2=C1F)F)N1CC2CCC(C1)N2C(=O)OC(C)(C)C)C(F)(F)F